C(C1=CC=CC=C1)OC(=O)NC(C(=O)O)CCNC1=C(C=CC=C1[N+](=O)[O-])Br 2-(benzyloxycarbonylamino)-4-(2-bromo-6-nitro-anilino)butanoic acid